ClC1=CC2=C(C=N1)N(C(N2[C@H]2C[C@@H](CC2)NC(OC)=O)=O)C([2H])([2H])[2H] Methyl ((1R,3R)-3-(6-chloro-3-(methyl-d3)-2-oxo-2,3-dihydro-1H-imidazo[4,5-c]pyridin-1-yl)cyclopentyl)carbamate